C(C1=CC=CC=C1)OC1=C(C(=CC(=C1C)O)O)C(=O)N1CC2=CC=CC(=C2C1)OCC=1C=NC=NC1 (2-(benzyloxy)-4,6-dihydroxy-3-methylphenyl)(4-(pyrimidin-5-ylmethoxy)isoindolin-2-yl)methanone